2-(diphenylphosphinomethyl)-4-phenylphenol C1(=CC=CC=C1)P(C1=CC=CC=C1)CC1=C(C=CC(=C1)C1=CC=CC=C1)O